3-(((6,6-difluoro-5,6,7,8-tetrahydronaphthalen-2-yl)oxy)methyl)-1-(4-fluorobenzoyl)azetidine-3-carboxylic acid FC1(CC=2C=CC(=CC2CC1)OCC1(CN(C1)C(C1=CC=C(C=C1)F)=O)C(=O)O)F